C(C(C)C)(=O)OC=1C(=NC=CC1OC)C(N[C@@H](C)C=1OC(=NN1)C1=CC(=CC(=C1)C)C)=O (S)-2-((1-(5-(3,5-dimethylphenyl)-1,3,4-oxadiazol-2-yl)ethyl)carbamoyl)-4-methoxypyridin-3-yl isobutyrate